FC(OC=1C=CC(=C(C1)C1=NN(C=2C[C@@H](CCC12)C(=O)NC1(CCS(CC1)(=O)=O)C)[C@H](C(F)F)C)F)F (R)-3-(5-(difluoromethoxy)-2-fluorophenyl)-1-((S)-1,1-difluoropropan-2-yl)-N-(4-methyl-1,1-dioxidotetrahydro-2H-thiopyran-4-yl)-4,5,6,7-tetrahydro-1H-indazole-6-carboxamide